ethyl 5-bromo-4-((tert-butoxycarbonyl)amino)-1-((2-(trimethylsilyl)ethoxy)methyl)-1H-pyrrole-2-carboxylate BrC1=C(C=C(N1COCC[Si](C)(C)C)C(=O)OCC)NC(=O)OC(C)(C)C